methyl (Z)-2-[5-(3,3-dimethyl-6-oxo-cyclohexen-1-yl)-2-methyl-phenoxy]-3-methoxy-prop-2-enoate CC1(C=C(C(CC1)=O)C=1C=CC(=C(O\C(\C(=O)OC)=C/OC)C1)C)C